ClC1=NC=C(C(=C1)NC1CCC(CC1)O)C#CC=1C=NN(C1)CCCN(C)C (1s,4s)-4-((2-chloro-5-((1-(3-(dimethylamino)propyl)-1H-pyrazol-4-yl)ethynyl)pyridin-4-yl)amino)cyclohexan-1-ol